CCCC/C=C/C=C/C=C\CCCCCCCC(=O)OC[C@H](COP(=O)([O-])OCC[N+](C)(C)C)OC(=O)CCCCCCC/C=C\C=C\C=C\CCCC 1,2-di-(9Z,11E,13E-octadecatrienoyl)-sn-glycero-3-phosphocholine